CC1=CC(=NC=C1C)CC(=O)NC1=CC(=C(C=C1)C)[C@H](C)NC=1C=NC=2C(N1)=NN(C2)CC (S)-2-(4,5-dimethylpyridin-2-yl)-N-(3-(1-((2-ethyl-2H-pyrazolo[3,4-b]pyrazin-6-yl)amino)ethyl)-4-methylphenyl)acetamide